C1=NC(=CC2=CC=CC=C12)C=1C=C(C=CC1)NC(C=C)=O N-[3-(isoquinolin-3-yl)phenyl]prop-2-enamide